tert-butyl 3-(6-azaspiro[3.4]octan-6-yl)piperidine-1-carboxylate C1CCC12CN(CC2)C2CN(CCC2)C(=O)OC(C)(C)C